1-(1,1-dimethyl-2,3-dihydro-1H-inden-5-yl)cyclohexane-1,4-diamine CC1(CCC2=CC(=CC=C12)C1(CCC(CC1)N)N)C